7-chloro-3-ethenylthieno[3,2-b]pyridine ClC1=C2C(=NC=C1)C(=CS2)C=C